ClC=1C=C(C=CC1Cl)NC(=O)N1C2CCC1CC=1C(=NC=CC12)F (±)-N-(3,4-dichlorophenyl)-1-fluoro-6,7,8,9-tetrahydro-5H-5,8-epiminocyclohepta[c]pyridine-10-carboxamide